ClC1=C(C(=C(C(=C1F)F)F)F)S(=O)(=O)N(CC(=O)OC(C)(C)C)CC1=C(C=CC=C1)Cl tert-butyl N-((2-chloro-3,4,5,6-tetrafluorophenyl)sulfonyl)-N-(2-chloro benzyl)glycinate